(3,5-difluoro-4-hydroxyphenyl)(1-oxospiro[benzo[b][1,4]thiazine-2,1'-cyclopropane]-4(3H)-yl)methanone FC=1C=C(C=C(C1O)F)C(=O)N1C2=C(S(C3(CC3)C1)=O)C=CC=C2